(E)-3-Bromo-1-(pyridazin-4-yl)-1H-pyrazole-5-carbaldehyde oxime BrC1=NN(C(=C1)/C=N/O)C1=CN=NC=C1